FC=1C=C(C(=O)NC=2C=C3CCN(CC3=CC2)C)C=C(C1)CN1C(C2=CC=C(C=C2C=C1)C=1C(=NOC1)C)=O 3-Fluoro-N-(2-methyl-1,2,3,4-tetrahydroisoquinolin-6-yl)-5-((6-(3-methylisoxazol-4-yl)-1-oxoisoquinolin-2(1H)-yl)methyl)benzamide